Cl.FC=1C=C(C=CC1)NC1N(C(=NC(=N1)N)N1CCOCC1)C1=C(C=CC=C1)F N-(3-Fluorophenyl)-N1-(2-fluorophenyl)-6-morpholin-4-yl-[1,3,5]triazine-2,4-diamine hydrochloride